5-Fluoro-3-(3-{4-[3-(1H-imidazol-1-yl)azetidin-1-carbonyl]phenyl}-1,2-oxazol-5-yl)-6-(2-methoxyethoxy)-1H-indazol FC=1C=C2C(=NNC2=CC1OCCOC)C1=CC(=NO1)C1=CC=C(C=C1)C(=O)N1CC(C1)N1C=NC=C1